CC(CCCCCCC)CC 8-Methyldecan